[2-(hydroxymethyl)-2-(3-oxobutanoyloxymethyl)butyl]3-oxobutanoate OCC(COC(CC(C)=O)=O)(CC)COC(CC(C)=O)=O